3,6-dichloro-pyridin-2-yl chloride ClC=1C(=NC(=CC1)Cl)Cl